(1R,8R,9R,10S,11S,12R,Z)-4-((tert-butyldimethylsilyl)oxy)-8-(((R)-tert-butylsulfinyl)amino)-13-oxa-2-thiabicyclo[7.3.1]tridec-5-ene-10,11,12-triyl tribenzoate C(C1=CC=CC=C1)(=O)O[C@H]1[C@H]2[C@@H](C\C=C/C(CS[C@H]([C@@H]([C@H]1OC(C1=CC=CC=C1)=O)OC(C1=CC=CC=C1)=O)O2)O[Si](C)(C)C(C)(C)C)N[S@](=O)C(C)(C)C